NC1=C(C=CC=C1)CC#N (2-amino)benzeneacetonitrile